COC(=O)C1=NOC(C1)(C1=CC=CC=C1)Cl 5-chloro-5-phenyl-4,5-dihydroisoxazole-3-carboxylic acid methyl ester